5-(pyrrolidin-3-ylamino)pyrazolo[1,5-a]pyrimidine-3-carboxamide N1CC(CC1)NC1=NC=2N(C=C1)N=CC2C(=O)N